3-fluoro-N-(5-((1r,3r)-3-(4-(trifluoromethyl)phenyl)cyclobutoxy)-1H-indol-3-yl)bicyclo[1.1.1]pentane-1-carboxamide FC12CC(C1)(C2)C(=O)NC2=CNC1=CC=C(C=C21)OC2CC(C2)C2=CC=C(C=C2)C(F)(F)F